FC1=CC=CC2=C1COCCC2=O 9-fluoro-3,4-dihydrobenzo[c]oxepin-5(1H)-one